potassium borate bromide [Br-].B(O)(O)O.[K+]